(S)-3-(3-(4-hydroxy-1,6-dimethyl-2-oxo-1,2-dihydropyridin-3-yl)ureido)-3-(3'-methoxybiphenyl-3-yl)propanoic acid ethyl ester C(C)OC(C[C@@H](C=1C=C(C=CC1)C1=CC(=CC=C1)OC)NC(=O)NC=1C(N(C(=CC1O)C)C)=O)=O